(2-fluoro-5-methoxy-4-((4-(1-methyl-1H-pyrazol-4-yl)-5-(trifluoromethyl)pyrimidin-2-yl)amino)phenyl)(4-isopropylpiperazin-1-yl)methanone FC1=C(C=C(C(=C1)NC1=NC=C(C(=N1)C=1C=NN(C1)C)C(F)(F)F)OC)C(=O)N1CCN(CC1)C(C)C